BrC1=CC(=C(CC2=NC3=C(N2C2COCC2(C)C)C=C(C=C3F)C(=O)OC)C=C1F)F Methyl 2-(4-bromo-2,5-difluorobenzyl)-1-(4,4-dimethyltetrahydrofuran-3-yl)-4-fluoro-1H-benzo[d]imidazole-6-carboxylate